N-((1,2,3,5,6,7-Hexahydro-s-indacen-4-yl)carbamoyl)-1-propylazetidine-3-sulfonamide, potassium salt [K].C1CCC2=C(C=3CCCC3C=C12)NC(=O)NS(=O)(=O)C1CN(C1)CCC